tert-butyl (2R,5R)-5-(4-((2-fluoro-3-methyl-4-((1-methyl-1H-benzo[d]imidazol-5-yl)oxy)phenyl)amino)pyrido[3,2-d]pyrimidin-6-yl)-2-methylpiperidine-1-carboxylate FC1=C(C=CC(=C1C)OC1=CC2=C(N(C=N2)C)C=C1)NC=1C2=C(N=CN1)C=CC(=N2)[C@@H]2CC[C@H](N(C2)C(=O)OC(C)(C)C)C